5(1H)-Quinazolinone N1C=NC=C2C(C=CC=C12)=O